O1CC(=C(C(=C1)O)O)O 2H-pyran-3,4,5-triol